N-{8-fluoro-6,12-dioxo-6H,12H-indolo[2,1-b]quinazolin-2-yl}guanidine hydrochloride Cl.FC=1C=C2C(C3=NC4=CC=C(C=C4C(N3C2=CC1)=O)NC(=N)N)=O